1,4-Dipropylpyridinium methansulfonat CS(=O)(=O)[O-].C(CC)[N+]1=CC=C(C=C1)CCC